OC1=C(C=C(C=C1)/C=C/C(=O)O)Cl trans-3-(4-hydroxy-3-chlorophenyl)acrylic acid